C(C)OC(=O)C=1OC2=C(C1C)C=C(C=C2)S(N(CCC2=CC=CC=C2)CC2=CC=C(C=C2)Br)(=O)=O methyl-5-(N-(4-bromobenzyl)-N-phenethylsulfamoyl)benzofuran-2-carboxylic acid ethyl ester